O1CCC2=C1C=C(C=C2)[C@H](CC(=O)O)NC(=O)C2CC(C2)CCC2=NC=1NCCCC1C=C2 (S)-3-(2,3-dihydrobenzofuran-6-yl)-3-((1S,3S)-3-(2-(5,6,7,8-tetrahydro-1,8-naphthyridin-2-yl)ethyl)cyclobutanecarboxamido)propionic acid